ClC1=C(C(=CC=C1)Cl)N1N=C(C(=C1)NC1=CC=C(C=C1)C(=O)N1CCCCC1)C(=O)N 1-(2,6-dichlorophenyl)-4-((4-(piperidine-1-carbonyl)phenyl)amino)-1H-pyrazole-3-carboxamide